C1(=CC(=CC=C1)N1C=NC(=C1)C#N)C 1-(m-tolyl)-1H-imidazole-4-carbonitrile